2-ethyl-4-methyl-1,3-phenylenediamine C(C)C1=C(C=CC(=C1N)C)N